ClC=1C=C(C=CC1C=1N(C2=NC=NC(=C2N1)OC1(CC1)C)CC=1SC(=NN1)C)CC(=O)N 2-(3-chloro-4-(9-((5-methyl-1,3,4-thiadiazol-2-yl)methyl)-6-(1-methylcyclopropoxy)-9H-purin-8-yl)phenyl)acetamide